tert-butyl 3-(2-((5-(tert-butyl)-4-chloro-2-((4-methoxybenzyl)oxy)phenyl)(hydroxy)methyl)-1,4-dimethyl-1H-imidazole-5-carboxamido)azetidine-1-carboxylate C(C)(C)(C)C=1C(=CC(=C(C1)C(C=1N(C(=C(N1)C)C(=O)NC1CN(C1)C(=O)OC(C)(C)C)C)O)OCC1=CC=C(C=C1)OC)Cl